6-chloro-phthalazin-1(2H)-one ClC=1C=C2C=NNC(C2=CC1)=O